Methyl 3-(5-formyl-6-hydroxynaphthalen-2-yl)benzoate C(=O)C1=C2C=CC(=CC2=CC=C1O)C=1C=C(C(=O)OC)C=CC1